COC1=NC2=CC=CC(=C2C=C1)C1(CC1)NC(C1=C(C=CC(=C1)OCC1N(CC1)C)C)=O N-(1-(2-Methoxyquinolin-5-yl)cyclopropyl)-2-methyl-5-((1-methylazetidin-2-yl)methoxy)benzamide